14-Hydroxy-nonacosa-16,19-dienoic acid OC(CCCCCCCCCCCCC(=O)O)CC=CCC=CCCCCCCCCC